1',4'-dihydro-2'H-spiro[piperidine-4,3'-quinoline]-1-carboxylic acid tert-butyl ester C(C)(C)(C)OC(=O)N1CCC2(CNC3=CC=CC=C3C2)CC1